C(C=C)(=O)NC=1C=CC(=C(C1)NC1=NC(=NC=C1C=1C=C(C(=O)NC)C=CC1)NC=1C=NN(C1)C)F 3-(4-((5-acrylamido-2-fluorophenyl)amino)-2-((1-methyl-1H-pyrazol-4-yl)amino)pyrimidin-5-yl)-N-methylbenzamide